[Pd].C(C)(C)(C)P(C(C)(C)C)[C-]1C=CC=C1.[CH-]1C=CC=C1.[Fe+2] di-tert-butylphosphinoferrocene palladium